Silver Chloride tert-Butyl-(R)-3-(4-cyanopiperidin-1-yl)pyrrolidine-1-carboxylate C(C)(C)(C)OC(=O)N1C[C@@H](CC1)N1CCC(CC1)C#N.[Ag]Cl